5-(benzyl(methyl)amino)-N-(1,3-dihydroxy-2-methylpropan-2-yl)-2-methylbenzofuran-3-carboxamide C(C1=CC=CC=C1)N(C=1C=CC2=C(C(=C(O2)C)C(=O)NC(CO)(CO)C)C1)C